5'-(4-bromophenyl)-3'-phenyl-1,1':2',1''-terphenyl BrC1=CC=C(C=C1)C1=CC(=C(C(=C1)C1=CC=CC=C1)C1=CC=CC=C1)C1=CC=CC=C1